ClC1=NC=C(C(=N1)NC=1SC=CC1C(=O)N)Cl 2-((2,5-dichloropyrimidin-4-yl)amino)thiophene-3-carboxamide